beta-D-Glucosamine O[C@H]1[C@H](N)[C@@H](O)[C@H](O)[C@H](O1)CO